4-bromo-3-methoxy-6-methylpyridin-2-amine BrC1=C(C(=NC(=C1)C)N)OC